5-Methyl-2-(3'H-spiro[cyclopropane-1,1'-isobenzofuran]-5'-yl)piperidine CC1CCC(NC1)C=1C=C2COC3(C2=CC1)CC3